C\C(=C/C(=O)O)\C=C\C=C(\C=C\C1=C(CCCC1(C)C)C)/C1=CC=C(C=C1)C (E,E,Z,E)-3-methyl-7-(4-methylphenyl)-9-(2,6,6-trimethyl-1-cyclohexen-1-yl)-2,4,6,8-nonatetraenoic acid